C(C)(=O)C=1C=C(C=CC1B1OC(C(O1)(C)C)(C)C)C1=C(N[C@H](C)C=2C=C(C=C3C(C(=C(OC23)N2CCC(CC2)(C)C)C)=O)C)C=CC=C1 8-[(1R)-1-[2-[3-acetyl-4-(4,4,5,5-tetramethyl-1,3,2-dioxaborolan-2-yl)phenyl]anilino]ethyl]-2-(4,4-dimethyl-1-piperidyl)-3,6-dimethyl-chromen-4-one